2-(18-(tert-butoxy)-18-oxooctadecanoylamino)propanoic acid C(C)(C)(C)OC(CCCCCCCCCCCCCCCCC(=O)NC(C(=O)O)C)=O